CN(C)CC=1C(=C(C=CC1)C=1C=CC=C2C(=NC=NC12)N[C@H](CN1CCN(CC1)S(=O)(=O)C1=C(N=C(S1)NC(OC)=O)C)C)F methyl N-[5-({4-[(2S)-2-[(8-{3-[(dimethylamino)methyl]-2-fluorophenyl}quinazolin-4-yl)amino]propyl]piperazin-1-yl}sulfonyl)-4-methyl-1,3-thiazol-2-yl]carbamate